C(CCCCCCCCCCCCCCCCC)OC(CCCCCCCCCCCCCCC)=O.C(C=C)(=O)OCCC[Si](OC)(OC)OC (3-ACRYLOXYPROPYL)TRIMETHOXYSILANE Stearylpalmitat